5-(4-(2,3-dihydrobenzo[b][1,4]dioxin-6-yl)-1H-indol-1-yl)-3-methoxypicolinaldehyde O1C2=C(OCC1)C=C(C=C2)C2=C1C=CN(C1=CC=C2)C=2C=C(C(=NC2)C=O)OC